C1=CC=C(C=C1)CC2=NC=C3C(=N2)N=CN3 benzylpurine